FC1(CCC2=C1N=C(N=C2C2=CC(=C(OCC(=O)N1CCN(CC1)C(=O)OC(C)(C)C)C(=C2)F)F)SC)F tert-butyl 4-(2-(4-(7,7-difluoro-2-(methylthio)-6,7-dihydro-5H-cyclopenta[d]pyrimidin-4-yl)-2,6-difluorophenoxy)acetyl)piperazin-1-carboxylate